2-methoxy-6-((1-methylpiperidin-4-yl)methoxy)nicotinonitrile COC1=C(C#N)C=CC(=N1)OCC1CCN(CC1)C